C1(=CC=CC=C1)C1(CC1)NC(=O)NS(=O)(=O)C=1C=NN2C1OCCC2 N-((1-phenylcyclopropyl)carbamoyl)-6,7-dihydro-5H-pyrazolo[5,1-b][1,3]oxazine-3-sulfonamide